N-(4-(4-amino-5-(3-methoxy-4-(m-tolyloxy)phenyl)-7-methyl-7H-pyrrolo[2,3-d]pyrimidin-6-yl)phenyl)methacrylamide NC=1C2=C(N=CN1)N(C(=C2C2=CC(=C(C=C2)OC=2C=C(C=CC2)C)OC)C2=CC=C(C=C2)NC(C(=C)C)=O)C